Cl.CN(C)CCOC(C1=CC=CC=C1)C1=CC=CC=C1 N,N-dimethyl-2-(diphenylmethoxy)ethylamine hydrochloride